OC=1C=CC=C2CCN[C@@H](C12)CN1C(C2=CC=CC=C2C1=O)=O (S)-2-((8-hydroxy-1,2,3,4-tetrahydroisoquinolin-1-yl)methyl)isoindoline-1,3-dione